COC(=O)C1CCC(CC1)C=1C=C2C(=NC(=NC2=CC1OC)C)N[C@H](C)C1=C(C(=CC=C1)C#N)C (1R,4R)-4-(4-(((R)-1-(3-cyano-2-methylphenyl)ethyl)amino)-7-methoxy-2-methyl-quinazolin-6-yl)cyclohexane-1-carboxylic acid methyl ester